2-methyl-2-(4h-1,2,4-triazol-4-ylamino)propionitrile CC(C#N)(C)NN1C=NN=C1